1,3,5-tris(aminomethyl)-benzene NCC1=CC(=CC(=C1)CN)CN